C(C)C=1C=C2C(=NC1)NC(=C2C=2C=CC(=C(C2)NC(C=C)=O)C)C2=CC=C(C=C2)N2CCN(CC2)C N-(5-(5-ethyl-2-(4-(4-methylpiperazin-1-yl)phenyl)-1H-pyrrolo[2,3-b]pyridin-3-yl)-2-methylphenyl)acrylamide